SC=1C=C2C=NN(C(C2=CC1)=O)CC=1C=NC(=CC1)OC 6-mercapto-2-((6-methoxypyridin-3-yl)methyl)phthalazine-1(2H)-one